COC(C(C)(C)NC1=CC=C(OCC2CCN(CC2)C(=O)OC(C)(C)C)C=C1)=O tert-Butyl 4-((4-((1-methoxy-2-methyl-1-oxopropan-2-yl)amino)phenoxy)methyl)piperidine-1-carboxylate